(±)-cis-N-[6-[4-[[tert-butyl-(dimethyl)silyl]oxymethyl]-3-pyridyl]-8-chloro-3-isoquinolinyl]-2-fluoro-cyclopropanecarboxamide C(C)(C)(C)[Si](OCC1=C(C=NC=C1)C=1C=C2C=C(N=CC2=C(C1)Cl)NC(=O)[C@H]1[C@H](C1)F)(C)C |r|